CN1N=C(C=C1)C=1C2=C(N=C(N1)C1=CC=C(C=C1)C(F)(F)F)CN(CC2)C(=O)C2OC2 (4-(1-methyl-1H-pyrazol-3-yl)-2-(4-(trifluoromethyl)phenyl)-5,8-dihydropyrido[3,4-d]pyrimidin-7(6H)-yl)(oxiran-2-yl)methanone